4-cyclopropyl-2-[[(3S)-3-methyl-1-piperidinyl]methyl]-6-[3-[5-(4-methyl-1,2,4-triazol-3-yl)spiro[2.3]hexane-5-yl]phenyl]-1-(p-tolylsulfonyl)pyrrolo[2,3-c]pyridin-7-one C1(CC1)C=1C2=C(C(N(C1)C1=CC(=CC=C1)C1(CC3(CC3)C1)C1=NN=CN1C)=O)N(C(=C2)CN2C[C@H](CCC2)C)S(=O)(=O)C2=CC=C(C=C2)C